O1COC2=C1C=CC(=C2)CN2CCN(CC2)C2=NC(=NC(=C2)C2=CC=C(C=C2)Cl)C=2C=NC=CC2 4-(4-(benzo[d][1,3]dioxol-5-ylmethyl)piperazin-1-yl)-6-(4-chlorophenyl)-2-(pyridin-3-yl)pyrimidine